BrC1=C(C=CC2=C1C=C(O2)C(=O)O)N2CCN(CCC2)S(=O)(=O)C2=C(C=CC=C2)Cl 4-bromo-5-[4-(2-chloro-benzenesulfonyl)-[1,4]diazepan-1-yl]-benzofuran-2-carboxylic acid